FC=1C=C2C(=NN(C2=CC1N1CC(C1)CO)C)N1C(NC(CC1)=O)=O 1-[5-fluoro-6-[3-(hydroxymethyl)azetidin-1-yl]-1-methyl-indazol-3-yl]hexahydropyrimidine-2,4-dione